rac-N-(1-tert-butyl-3-fluoro-4-piperidyl)-2-iodo-1-(2,2,2-trifluoroethyl)-indol-4-amine C(C)(C)(C)N1CC(C(CC1)NC=1C=2C=C(N(C2C=CC1)CC(F)(F)F)I)F